(3,4-dihydro-2H-benzo[b][1,4]oxazin-7-yl)(piperidin-1-yl)methanone O1C2=C(NCC1)C=CC(=C2)C(=O)N2CCCCC2